ClC=1C(=C(C=CC1)NC=1C2=C(N=C(N1)C)C=C(C=N2)C=O)C 4-((3-chloro-2-methylphenyl)amino)-2-methylpyrido[3,2-d]pyrimidine-7-carbaldehyde